ClC=1C=2C(N=C3N(C2C=CC1)C1=C(N3C(C)C)C=C(C=C1)C1=CC=C(C=C1)N1CCN(CC1)C1=C(C=C(C=C1)NC1C(NC(CC1)=O)=O)F)=O 3-((4-(4-(4-(4-chloro-7-isopropyl-5-oxo-5,7-dihydrobenzo[4,5]imidazo[1,2-a]quinazolin-9-yl)phenyl)piperazin-1-yl)-3-fluorophenyl)amino)piperidine-2,6-dione